tert-butyl (3R)-3-[N-(1-cyanocyclopropyl)4-nitrobenzenesulfonamido]pyrrolidine-1-carboxylate C(#N)C1(CC1)N(S(=O)(=O)C1=CC=C(C=C1)[N+](=O)[O-])[C@H]1CN(CC1)C(=O)OC(C)(C)C